(3,5-di(trifluoromethyl)phenyl)potassium borate B(O)(O)O.FC(C=1C=C(C=C(C1)C(F)(F)F)[K])(F)F